(S)-4-(2-(4-Ethylthiazol-2-yl)-2-(2-(3-fluorophenyl)acetamido)ethyl)phenyl-sulfamic acid C(C)C=1N=C(SC1)[C@H](CC1=CC=C(C=C1)NS(O)(=O)=O)NC(CC1=CC(=CC=C1)F)=O